(S)-3-(2-amino-3-chloropyridin-4-yl)-7-(7-amino-5,7-dihydro-spiro[cyclopenta[b]pyridin-6,4'-piperidin]-1'-yl)pteridine-2,4(1H,3H)-dione NC1=NC=CC(=C1Cl)N1C(NC2=NC(=CN=C2C1=O)N1CCC2(CC1)CC=1C(=NC=CC1)[C@H]2N)=O